molybdenum oxide iron [Fe].[Mo]=O